[Ga].ClC1=CC=C(C=C1)C1=CC(=NC=C1)C(=O)NC1=CC=C(C=C1)OC1=CC(=NC=C1)C(NC)=O 4-(4-Chlorophenyl)-N-(4-(2-(methylcarbamoyl)pyridin-4-yloxy)phenyl)picolinamide gallium